anti-7-methylguanosine C[N+]1=CN([C@H]2[C@H](O)[C@H](O)[C@@H](CO)O2)C=2N=C(NC(C12)=O)N